8-bromo-2-chloroquinazoline-4-carboxylic acid BrC=1C=CC=C2C(=NC(=NC12)Cl)C(=O)O